C(C)(C)C1=CC2=C(C(N(CC23CC3)CC(=O)OCC)=O)S1 ethyl 2-(2-isopropyl-7-oxo-spiro[5H-thieno[2,3-c]pyridine-4,1'-cyclopropane]-6-yl)acetate